Tridecyl 2,4-dihydroxy-6-phenethylbenzoate OC1=C(C(=O)OCCCCCCCCCCCCC)C(=CC(=C1)O)CCC1=CC=CC=C1